CS(=O)(=O)OC1CN(C2CC12)C(=O)OC(C)(C)C tert-butyl 4-((methylsulfonyl) oxy)-2-azabicyclo[3.1.0]hexane-2-carboxylate